5H-pyrido[2,3-e][1,4]diazepin-5-one N1=CC=NC(C2=C1N=CC=C2)=O